OCC(=O)C1=CC=C(C=C1)C1=NOC(=N1)C(F)(F)F 2-hydroxy-1-(4-(5-(trifluoromethyl)-1,2,4-oxadiazol-3-yl)phenyl)ethan-1-one